NC(C(C(CC1=CC=CC=C1)NC(=O)C1=CC(=NN1C1=NC2=CC=CC=C2C=N1)C)=O)=O N-(4-amino-3,4-dioxo-1-phenylbutan-2-yl)-3-methyl-1-(quinazolin-2-yl)-1H-pyrazole-5-carboxamide